(S)-2-(4-(2-(4-chloro-2-fluorobenzyloxy)-5-fluoropyrimidin-4-yl)-3-fluorobenzyl)-1-(oxetan-2-ylmethyl)-1H-benzo[d]imidazole-6-carboxylic acid ClC1=CC(=C(COC2=NC=C(C(=N2)C2=C(C=C(CC3=NC4=C(N3C[C@H]3OCC3)C=C(C=C4)C(=O)O)C=C2)F)F)C=C1)F